C[C@]1(C[C@@]2(CNC(O2)=O)CC(C1)(C)C)CN1C=NC2=C1C=C(C=C2)C#N (((5R,7S)-7,9,9-trimethyl-2-oxo-1-oxa-3-azaspiro[4.5]decan-7-yl)methyl)-1H-benzo[d]imidazole-6-carbonitrile